(4-chlorophenyl)-magnesium bromide ClC1=CC=C(C=C1)[Mg]Br